CC1=NN2C(N=C(C(=C2C)O[C@H]2CN(CC2)C=2C=NC(=NC2)C23CCC(CC2)(CC3)CN3CCOCC3)C)=N1 (R)-4-((4-(5-(3-((2,5,7-trimethyl-[1,2,4]triazolo[1,5-a]pyrimidin-6-yl)oxy)pyrrolidin-1-yl)pyrimidin-2-yl)bicyclo[2.2.2]octan-1-yl)methyl)morpholine